(S)-2-amino-N-(4-(2,4-difluorophenoxy)-3-(6-methyl-7-oxo-1-tosyl-6,7-dihydro-1H-pyrrolo[2,3-c]pyridin-4-yl)phenyl)propanamide N[C@H](C(=O)NC1=CC(=C(C=C1)OC1=C(C=C(C=C1)F)F)C=1C2=C(C(N(C1)C)=O)N(C=C2)S(=O)(=O)C2=CC=C(C)C=C2)C